Hydroxymethyl disulfide (2-mercaptoacetate) SCC(=O)O.OCSSCO